C1(CC1)C1CN(CC(O1)C=1C=NN(C1)C1CC1)C1=NC2=NC(=C(N=C2C(=N1)C1=C(C=C(C=C1)F)F)C)C 2-cyclopropyl-6-(1-cyclopropylpyrazol-4-yl)-4-[4-(2,4-difluorophenyl)-6,7-dimethyl-pteridin-2-yl]morpholine